5-(1,1-dimethylpentyl)-4-hydroxy-2-methylbenzoic acid, potassium salt [K+].CC(CCCC)(C)C=1C(=CC(=C(C(=O)[O-])C1)C)O